C(C)(C)(C)OC(=O)N1CC2=CC=C(C=C2CC1)C1=NC(=C(C2=C1C=CS2)C2=C(C=C(C=C2)F)OCCOC)C2=CC(=CC=C2)NC(C=C)=O.[N+](=O)([O-])C2=C(C=CC(=C2)[N+](=O)[O-])C=O (2,4-dinitrophenyl)methanone tert-butyl-6-[7-[4-fluoro-2-(2-methoxyethoxy)phenyl]-6-[3-(prop-2-enoylamino)phenyl]thieno[3,2-c]pyridin-4-yl]-3,4-dihydro-1H-isoquinoline-2-carboxylate